ClC1=CC=C(C=C1)[C@@]1(N(C(C2=CC(=CC=C12)C(CN1CCNC(CC1)=O)(C)O)=O)CC1=NC=C(C=C1)Cl)OC (3R)-3-(4-chlorophenyl)-2-[(5-chloropyridin-2-yl)methyl]-6-[2-hydroxy-1-(5-oxo-1,4-diazepan-1-yl)propan-2-yl]-3-methoxy-2,3-dihydro-1H-isoindol-1-one